3a,7-methanoazulen-6-ol C1=CCC23C=CC(=C(C=C12)C3)O